CC=1C=C(C=C(C1)C)C(=O)O (3,5-dimethylphenyl)carboxylic acid